2-methyl-5-((2-(trifluoromethyl)thiazol-5-yl)methoxy)benzofuran-3-carboxylic acid CC=1OC2=C(C1C(=O)O)C=C(C=C2)OCC2=CN=C(S2)C(F)(F)F